Cl.N1(C=CC=CC2=C1C=CC=C2)CC(=O)O (3S)-benzoazepine-1-acetic acid monohydrochloride